[Cl-].[Cl-].CC1(C(=CC(=C1)C)C)[Zr+2]C1(C(=CC(=C1)C)C)C Bis(1,2,4-trimethylcyclopentadienyl)zirconium dichloride